N-(2-chloro-6-methylphenyl)-2-((6-(4-(7-((2-(2,6-dioxopiperidin-3-yl)-1-oxoisoindolin-4-yl)amino)heptanoyl)piperazin-1-yl)-2-methylpyrimidin-4-yl)amino)thiazole-5-carboxamide ClC1=C(C(=CC=C1)C)NC(=O)C1=CN=C(S1)NC1=NC(=NC(=C1)N1CCN(CC1)C(CCCCCCNC1=C2CN(C(C2=CC=C1)=O)C1C(NC(CC1)=O)=O)=O)C